C(CO)(=O)N1C([C@H](CCC1)NS(=O)(=O)C)CO[C@@H]1CC[C@@H](CC1)C1=C(C=CC=C1)C(F)(F)F N-((1R,3S)-1-glycoloyl-2-(((cis-4-(2-(trifluoromethyl)phenyl)-cyclohexyl)oxy)methyl)piperidin-3-yl)methanesulfonamide